CC1=C(SC(=N1)[N+]2=NC(=NN2C3=CC=CC=C3)C4=CC=CC=C4)C.[Br-] 3-(4,5-dimethylthiazol-2-yl)-2,5-diphenyl-2H-tetrazolium bromide